C(C1=CC=CC=C1)OC1CC(C1)C1=NC=C2N1C(=CC(=C2)OC)C(F)(F)F 3-(3-benzyloxycyclobutyl)-7-methoxy-5-(trifluoromethyl)imidazo[1,5-a]pyridine